Cl.[C@@H]12N(C[C@@H](NC1)C2)C(C(C)(C)OC=2C=C1CCN(CC1=CC2)C(=O)C2=CC=C(C=C2)C2=CC=C(C=C2)C(C)C)=O 1-((1S,4S)-2,5-diazabicyclo[2.2.1]heptan-2-yl)-2-((2-(4'-isopropyl-[1,1'-biphenyl]-4-carbonyl)-1,2,3,4-tetrahydroisoquinolin-6-yl)oxy)-2-methylpropan-1-one hydrochloride